methyl (2S)-5-(2-ethoxy-1,1-difluoro-2-oxoethyl)-1-(3-ethoxy-3-oxopropanoyl)pyrrolidine-2-carboxylate C(C)OC(C(F)(F)C1CC[C@H](N1C(CC(=O)OCC)=O)C(=O)OC)=O